6-(6-fluoropyridin-3-yl)-2-(pyridin-3-yl)-1H-pyrrolo[1,2-c]imidazol-3(2H)-one FC1=CC=C(C=N1)C=1C=C2N(C(N(C2)C=2C=NC=CC2)=O)C1